C(C)(C)(C)[Si](C)(C)OC1CC(C1)N=C=S tert-butyl((1R,3R)-3-isothiocyanocyclobutoxy)dimethylsilane